OCC1CCC(CC1)N1N=C2C=C(C(=CC2=C1)NC(=O)C=1SC=CN1)C(C)(C)O N-(2-((1r,4r)-4-(Hydroxymethyl)cyclohexyl)-6-(2-hydroxypropan-2-yl)-2H-indazol-5-yl)thiazole-2-carboxamide